C1(CCC1)S(=O)=NS(=O)(=O)C1=CC=C(C=C1)C S-cyclobutyl-N-(p-tolylsulfonyl)sulfoximine